C(C)C=1C=C(OC1)CC(=O)O (4-ethylfuran-2-yl)acetic acid